Cl.C(C1=CC=CC=C1)OC(=O)C1NC2CC2C1 2-azabicyclo[3.1.0]Hexane-3-carboxylic acid benzyl ester hydrochloride